2-(5-(3-(2,6-difluoro-3,5-dimethoxyphenyl)-1-ethyl-2-oxo-1,2,3,4-tetrahydropyrido[4,3-d]pyrimidin-7-yl)pyridin-2-yl)-2-methylpropanenitrile FC1=C(C(=C(C=C1OC)OC)F)N1C(N(C2=C(C1)C=NC(=C2)C=2C=CC(=NC2)C(C#N)(C)C)CC)=O